FC1=C(C=C(C#N)C=C1)[N+](=O)[O-] 4-Fluoro-3-Nitrobenzonitrile